Racemic-N-(1-(1-cyclopropylethyl)-5-(difluoromethyl)-1H-pyrazol-4-yl)-2-(1H-pyrazol-4-yl)thiazole-4-carboxamide C1(CC1)[C@@H](C)N1N=CC(=C1C(F)F)NC(=O)C=1N=C(SC1)C=1C=NNC1 |r|